BrC=1C=CC=2C=3C=CC(=C4C(=CC=C(C5=CC=C(C1C52)C(=O)O)C43)C(=O)O)Br 3,10-dibromoperylene-4,9-dicarboxylic acid